C(CCCCCCC)(=O)O[C@@H]([C@H](N)C(=O)O)C O-octanoyl-threonine